2-Chloro-N-{2-[4-(difluoromethyl)-1,3-thiazol-5-yl]-2-[4-({[3-(2-methoxyethyl)-1,2,4-thiadiazol-5-yl]oxy}methyl)piperidin-1-yl]ethyl}-6-fluorobenzamid ClC1=C(C(=O)NCC(N2CCC(CC2)COC2=NC(=NS2)CCOC)C2=C(N=CS2)C(F)F)C(=CC=C1)F